ClC1=C(SC2=C1C=CC(=C2)Cl)C(=O)O 3,6-dichloro-1-benzothiophene-2-carboxylic acid